benzyl (R)-(5-methyl-1,1-dioxido-2,3-dihydrothiophen-3-yl)carbamate CC1=C[C@H](CS1(=O)=O)NC(OCC1=CC=CC=C1)=O